NC=1C=2N(C=CN1)C(=NC2C2=CC=C(C(=O)NC1=NC=CC=C1)C=C2)[C@H]2N(CCC2)CCCCCCCNC2=C1C(N(C(C1=CC=C2)=O)C2C(NC(CC2)=O)=O)=O 4-(8-amino-3-((2S)-1-(7-((2-(2,6-dioxopiperidin-3-yl)-1,3-dioxoisoindoline-4-yl)amino)heptyl)pyrrolidin-2-yl)imidazo[1,5-a]pyrazin-1-yl)-N-(pyridin-2-yl)benzamide